NC12CCC(CC1)(CC2)CN2N=C(C=1CN(CCC12)C1=C2C(=NC(=N1)N)N(N=C2)C)C 4-(1-((4-aminobicyclo[2.2.2]octan-1-yl)methyl)-3-methyl-6,7-dihydro-1H-pyrazolo[4,3-c]pyridin-5(4H)-yl)-1-methyl-1H-pyrazolo[3,4-d]pyrimidin-6-amine